7-chloro-2,3-dimethyl-5-[3-(trifluoromethyl)-1-bicyclo[1.1.1]pentanyl]pyrido[3,4-b]pyrazine ClC1=CC=2C(=NC(=C(N2)C)C)C(=N1)C12CC(C1)(C2)C(F)(F)F